[5-Methoxycarbonyl-2-[4-(trifluoromethyl)phenoxy]-3-pyridyl]boronic acid COC(=O)C=1C=C(C(=NC1)OC1=CC=C(C=C1)C(F)(F)F)B(O)O